tert-butyl 2-[3-(2,6-dioxo-3-piperidyl)-1-methyl-indazol-6-yl]acetate O=C1NC(CCC1C1=NN(C2=CC(=CC=C12)CC(=O)OC(C)(C)C)C)=O